CN(C(=O)CN1CC(C1)N1C2=NC(=NC(=C2N=C1)NN=CC1=CC(=CC=C1)C)N1CCOCC1)C N,N-dimethyl-3-(6-(2-(3-methylbenzylidene)hydrazinyl)-2-morpholino-9H-purin-9-yl)azetidine-1-carboxyamide